(1R,3R,4R)-2-(3-chloro-4H-thieno[3,2-b]pyrrole-5-carbonyl)-N-((R)-1-cyano-2-((R)-2-oxopyrrolidin-3-yl)ethyl)-5,5-difluoro-2-azabicyclo[2.2.2]octane-3-carboxamide ClC1=CSC2=C1NC(=C2)C(=O)N2[C@H]1CC([C@@H]([C@@H]2C(=O)N[C@H](C[C@@H]2C(NCC2)=O)C#N)CC1)(F)F